3-(9'H-[9,3':6',9''-tercarbazol]-9'-yl)-9H-xanthen-9-one C1=CC=CC=2C3=CC=CC=C3N(C12)C=1C=CC=2N(C3=CC=C(C=C3C2C1)N1C2=CC=CC=C2C=2C=CC=CC12)C=1C=CC=2C(C3=CC=CC=C3OC2C1)=O